[Sn].[Sb].[Ag] silver-antimony-tin